2-octyl-dodecyl erucate C(CCCCCCCCCCC\C=C/CCCCCCCC)(=O)OCC(CCCCCCCCCC)CCCCCCCC